[1-(3-chloro-5-fluoropyridin-2-yl)ethyl]-3-(5-methyl-1,3-thiazol-2-yl)-5-(tetrahydro-2H-pyran-4-ylmethoxy)benzamide ClC=1C(=NC=C(C1)F)C(C)C1=C(C(=O)N)C=C(C=C1C=1SC(=CN1)C)OCC1CCOCC1